N1=C(C=CC=C1)/C=C/C1=CC=C(C=C1)C1=CC(=NO1)C1=CC(=C(C=C1)Cl)Cl (E)-5-(4-(2-(2-pyridyl)vinyl)phenyl)-3-(3,4-dichlorophenyl)-isoxazole